[N+](=O)([O-])[O-].[Nb+5].[N+](=O)([O-])[O-].[N+](=O)([O-])[O-].[N+](=O)([O-])[O-].[N+](=O)([O-])[O-] niobic nitrate